1-(2-chlorophenyl)-4-(((1S,2R)-2-fluorocyclopropyl)amino)-7-(trifluoromethoxy)-quinazolin-2(1H)-one ClC1=C(C=CC=C1)N1C(N=C(C2=CC=C(C=C12)OC(F)(F)F)N[C@@H]1[C@@H](C1)F)=O